1,2,5-pentantricarbonitrile C(C(CCCC#N)C#N)C#N